2-[5-Fluoro-2-[[5-(4-methylpiperazin-1-yl)pyridin-2-yl]amino]pyrimidin-4-yl]-3,5-dimethyl-7-propan-2-ylthieno[3,2-c]pyridin-4-one FC=1C(=NC(=NC1)NC1=NC=C(C=C1)N1CCN(CC1)C)C1=C(C=2C(N(C=C(C2S1)C(C)C)C)=O)C